tert-Butyl 3-(2-(dimethylamino)-2-oxoethyl)-4-(methoxy-d3)-1H-indole-1-carboxylate CN(C(CC1=CN(C2=CC=CC(=C12)OC([2H])([2H])[2H])C(=O)OC(C)(C)C)=O)C